C(C1=CC=CC=C1)OC=1C=C(C2=CC=CC=C2C1)C1=C(C=C2C=NC(=NC2=C1)Cl)OC1=C(C=CC=C1)C#N 7-(3-(benzyloxy)naphthalen-1-yl)-2-chloro-6-(2-cyanophenoxy)quinazolin